NC1=C2N=CN(C2=NC(=N1)F)[C@H]1C[C@@H]([C@@](O1)(C#C)CO[P@](=O)(OC1=CC=CC=C1)N[C@@H](CC1=CC=CC=C1)C(=O)OCC(CCCCC)CCCCC)O 2-Pentylheptyl ((S)-(((2R,3S,5R)-5-(6-amino-2-fluoro-9H-purin-9-yl)-2-ethynyl-3-hydroxytetrahydrofuran-2-yl)methoxy) (phenoxy)phosphoryl)-L-phenylalaninate